C(C)(=O)OCCCS(=O)(=O)NC(=O)C1=CC=C(C=C1)N1[C@@H]2C[C@H]([C@H](C1)C2)OCC=2C(=NOC2C2CC2)C2=C(C=CC=C2Cl)Cl 3-[({4-[(1S,4S,5R)-5-{[5-cyclopropyl-3-(2,6-dichlorophenyl)-1,2-oxazol-4-yl]methoxy}-2-azabicyclo[2.2.1]heptan-2-yl]phenyl}formamido) sulfonyl]propyl acetate